C1CN(CCC12CCNCC2)C2=NC=CC(=C2)C2=CN=C1N2N=C(C=C1)C(F)F 3-(2-(3,9-diazaspiro[5.5]undec-3-yl)pyridin-4-yl)-6-(difluoromethyl)imidazo[1,2-b]pyridazin